C(C)(C)(C)OC(CN1CC2=C(C=CC=C2CC1)C1=CC=C(C=C1)C1=N[C@H](C=2N(C3=C1C(=C(S3)C)C)C(=NN2)C)CC(=O)OC)=O methyl [(6S)-4-{4-[2-(2-t-butoxy-2-oxoethyl)-1,2,3,4-tetrahydroisoquinolin-8-yl]phenyl}-2,3,9-trimethyl-6H-thieno[3,2-f][1,2,4]triazolo[4,3-a][1,4]diazepin-6-yl]acetate